(2R,3R,4R,5R,6R)-2-((3-(tert-butyl)isoxazol-5-yl)methyl)-6-(hydroxymethyl)-4-(4-(3,4,5-trifluorophenyl)-1H-1,2,3-triazol-1-yl)tetrahydro-2H-pyran-3,5-diol C(C)(C)(C)C1=NOC(=C1)C[C@H]1O[C@@H]([C@@H]([C@@H]([C@H]1O)N1N=NC(=C1)C1=CC(=C(C(=C1)F)F)F)O)CO